6-methyl-4-[(1-methylcyclopropyl)amino]-N-[5-(oxetan-4-yl)pyrazin-2-yl]furo[2,3-d]pyrimidine-5-carboxamide CC1=C(C2=C(N=CN=C2NC2(CC2)C)O1)C(=O)NC1=NC=C(N=C1)C1CCO1